4-(4-bromo-2-cyano-1H-pyrrol-1-yl)-3,3-dimethylbutyryl chloride BrC=1C=C(N(C1)CC(CC(=O)Cl)(C)C)C#N